CC(C)=CC(\C=C(/C=C)\C)=O (Z)-2,6-dimethyl-2,5,7-octatrien-4-one